C(C)(C)C1=C(C=C(C=C1)/C=C/C1=CN=NC=C1)OC (E)-4-(4-Isopropyl-3-methoxyphenylvinyl)pyridazine